(4-(methyl-sulfonyl)piperazin-1-yl)methanone hydrochloride Cl.CS(=O)(=O)N1CCN(CC1)C=O